FC1=C(C2=C(C(=C(C(=C2C(=C1F)F)F)F)F)F)B(O)O (perfluoronaphthyl)boronic acid